6-chloro-N2-((1R,3s,5S)-9-(ethylsulfonyl)-9-azabicyclo[3.3.1]nonan-3-yl)-5-fluoro-N2-methyl-N4-(5-methyl-1H-pyrazol-3-yl)pyrimidine-2,4-diamine ClC1=C(C(=NC(=N1)N(C)C1C[C@H]2CCC[C@@H](C1)N2S(=O)(=O)CC)NC2=NNC(=C2)C)F